BrC1=CC2=CN(N=C2C=C1OC)C1CCOCC1 5-bromo-6-methoxy-2-(tetrahydro-2H-pyran-4-yl)-2H-indazole